6'-[2-(2-oxoimidazolidin-1-yl)ethoxy]-2',3'-dihydrospiro[cyclohexane-1,1'-indene]-4-carboxylic acid O=C1N(CCN1)CCOC1=CC=C2CCC3(C2=C1)CCC(CC3)C(=O)O